FC1=C(C=CC(=C1)OC)C1=CC2=C(N(C(N2)=O)[C@H](CS(=O)(=O)C)C2=NC(=C(C=C2)OC)OCC)C=C1 (S)-5-(2-fluoro-4-methoxyphenyl)-1-(1-(6-ethoxy-5-methoxypyridin-2-yl)-2-(methylsulfonyl)ethyl)-1H-benzo[d]imidazol-2(3H)-one